OC1C(CCCC1)O 1,2-dihydroxycyclohexane